4-(((1-(1-(cyclobutanecarbonyl)piperidin-4-yl)-1H-pyrazol-4-yl)methyl)amino)-2-(2,6-dioxopiperidin-3-yl)isoindoline-1,3-dione C1(CCC1)C(=O)N1CCC(CC1)N1N=CC(=C1)CNC1=C2C(N(C(C2=CC=C1)=O)C1C(NC(CC1)=O)=O)=O